OC=1C=C(C(=O)NC(C2=C(C(=CC(=C2)O)CC(=O)O)O)=O)C=C(C1)O N-(3,5-dihydroxybenzoyl)3-carboxymethyl-2,5-dihydroxybenzamide